ClC=1C=CC2=C(N=C(O2)N2CC3(C2)CC(C3)NC(=O)C=3OC(=CC3)S(=O)(=N)CC3CC3)C1 N-[2-(5-chloro-1,3-benzoxazol-2-yl)-2-azaspiro[3.3]heptan-6-yl]-5-(cyclopropylmethylsulfonimidoyl)furan-2-carboxamide